NC1=NC(=CC(=N1)N1CCC2(C[C@H](NC2)C(=O)OCC)CC1)O[C@@H](C(F)(F)F)C1=C(C=C(C=C1)C1=CC(=CC(=C1)C)C)N1N=C(C=C1)C (S)-ethyl 8-(2-amino-6-((R)-1-(3',5'-dimethyl-3-(3-methyl-1H-pyrazol-1-yl)-[1,1'-biphenyl]-4-yl)-2,2,2-trifluoroethoxy)pyrimidin-4-yl)-2,8-diazaspiro[4.5]decane-3-carboxylate